Tert-butyl (2-(pyrimidin-4-yl)benzyl)carbamate N1=CN=C(C=C1)C1=C(CNC(OC(C)(C)C)=O)C=CC=C1